1-ethylpropylcarbamate C(C)C(CC)NC([O-])=O